C12N(CCNC2C1)C1=CC=CC=2OC(OC21)(C)C2=C(C=C(C#N)C=C2)F 4-(4-(2,5-Diazabicyclo[4.1.0]heptan-2-yl)-2-methylbenzo[d][1,3]dioxol-2-yl)-3-fluorobenzonitrile